(2R,6S)-N-{2-[1-(1-benzofuran-5-ylmethyl)piperidin-4-yl]ethyl}-4-(5-cyanopyrimidin-2-yl)-2,6-dimethylpiperazine-1-carboxamide O1C=CC2=C1C=CC(=C2)CN2CCC(CC2)CCNC(=O)N2[C@@H](CN(C[C@@H]2C)C2=NC=C(C=N2)C#N)C